tert-butyl 3-acetamido-5-(hydroxymethyl)-1H-indole-1-carboxylate C(C)(=O)NC1=CN(C2=CC=C(C=C12)CO)C(=O)OC(C)(C)C